CC1CC(NN=C1)=O 5-Methyl-4,5-Dihydropyridazin-3(2h)-One